1-butyryl-2-stearoyl-3-butyryl-glycerol tert-butyl-4-[7-(3-methoxy-1-naphthyl)-2-methylsulfinyl-6,8-dihydro-5H-pyrido[3,4-d]pyrimidin-4-yl]piperazine-1-carboxylate C(C)(C)(C)C1N(CCN(C1)C=1C2=C(N=C(N1)S(=O)C)CN(CC2)C2=CC(=CC1=CC=CC=C21)OC)C(=O)O.C(CCC)(=O)OCC(OC(CCCCCCCCCCCCCCCCC)=O)COC(CCC)=O